N[C@@H]1C2=CC=CC=C2CC12CCN(CC2)C=2N=CC(=NC2CO)C#CCC2=CC=C(C(=O)N)C=C2 (S)-4-(3-(5-(1-amino-1,3-dihydrospiro[inden-2,4'-piperidin]-1'-yl)-6-(hydroxymethyl)pyrazin-2-yl)prop-2-yn-1-yl)benzamide